(E)-4-(8-amino-3-(1-(4-methoxybut-2-enoyl)piperidin-2-yl)imidazo[1,5-a]pyrazin-1-yl)-N-(4-propylpyridin-2-yl)benzamide NC=1C=2N(C=CN1)C(=NC2C2=CC=C(C(=O)NC1=NC=CC(=C1)CCC)C=C2)C2N(CCCC2)C(\C=C\COC)=O